1-(2-chlorophenyl)-4-(dimethylamino)-7-(trifluoromethyl)-quinazolin-2(1H)-one ClC1=C(C=CC=C1)N1C(N=C(C2=CC=C(C=C12)C(F)(F)F)N(C)C)=O